C(C)(C)(C)N1N=C(C=C1C)NC1=CC(=C(C(=N1)C[C@@]1(C[C@H](N(CC1)C(=O)OC(C)(C)C)C)C(=O)OC(C)(C)C)F)CC di-tert-butyl (2R,4R)-4-((6-((1-(tert-butyl)-5-methyl-1H-pyrazol-3-yl)-amino)-4-ethyl-3-fluoropyridin-2-yl) methyl)-2-methylpiperidine-1,4-dicarboxylate